C(C)OC(CC1CCC2(CN(C2)C(=O)OC(C)(C)C)CC1)=O Tert-Butyl 7-(2-ethoxy-2-oxo-ethyl)-2-azaspiro[3.5]nonane-2-carboxylate